N1(CCOCC1)C(CCCCCCCCCCCCCCCC)=O 1-(morpholin-4-yl)heptadecan-1-one